C12CN(CC2C1)C1=CC=C(C=N1)[C@H]1N(C[C@H](C1)O)C1=CC(=NC=N1)NC(=O)[C@@H]1[C@H](C1)C1=NC=CC(=N1)C |o1:12,&1:27,28| rac-(1S*,2S*)-N-(6-((2S*,4S)-2-(6-(3-azabicyclo[3.1.0]hexan-3-yl)pyridin-3-yl)-4-hydroxypyrrolidin-1-yl)pyrimidin-4-yl)-2-(4-methylpyrimidin-2-yl)cyclopropane-1-carboxamide